N-(benzo[d][1,2]thiazepin-3-yl)-4-(4-chloro-3-fluorophenyl)benzamide iridium (IV) chloride dihydrate O.O.[Ir](Cl)(Cl)(Cl)Cl.C1=NS(C=CC2=C1C=CC=C2)NC(C2=CC=C(C=C2)C2=CC(=C(C=C2)Cl)F)=O